(2,6-difluorophenyl)-4-((4-ethoxyphenyl)amino)pyridazine-3-carboxylic acid methyl ester COC(=O)C=1N=NC=C(C1NC1=CC=C(C=C1)OCC)C1=C(C=CC=C1F)F